OC1=C(C(=O)C2=CC=CC=C2)C=CC(=C1)OC 2-Hydroxy-4-Methoxy-benzophenon